COCCNC(=O)C1=CC=C(CC=2C=C3C(N(C=NC3=C(C2C)C)[C@H]2CCOC[C@@H]2O)=O)C=C1 1,5-anhydro-2,3-dideoxy-3-(6-(4-((2-methoxyethyl)carbamoyl)benzyl)-7,8-dimethyl-4-oxoquinazolin-3(4H)-yl)-L-threo-pentitol